ClC=1C=C2C(=C(C1Cl)Cl)NC([C@@]21CN(CC1)C(CO)=O)=O (3R)-5,6,7-trichloro-1'-(2-hydroxyacetyl)-1H-spiro[indole-3,3'-pyrrolidin]-2-one